C(C1C(C(=O)O)CCCC1)(=O)O.OCC(O)CO glycerol hexahydrophthalate